N-(1-methoxybutan-2-yl)-5-methylpyrazol COCC(CC)N1N=CC=C1C